C(CCCCCCCC)C=1C=CC2=C(N=C(O2)NCCNC(OC(C)(C)C)=O)C1 tert-butyl (2-((5-nonylbenzo[d]oxazol-2-yl)amino)ethyl)carbamate